ClC1=C(OC2=C(C(=O)N)C=CC=N2)C=CC(=C1)CC(=O)NC=1SC(=C(N1)C1=C(C=CC=C1)F)C 2-(2-chloro-4-(2-((4-(2-fluorophenyl)-5-methylthiazol-2-yl)amino)-2-oxoethyl)phenoxy)nicotinamide